Methyl (E)-3-(3-methoxyphenyl)-2-[(2-methylpropan-2-yl)oxycarbonylamino]-3-(1-nitronaphthalen-2-yl)prop-2-enoate COC=1C=C(C=CC1)\C(=C(\C(=O)OC)/NC(=O)OC(C)(C)C)\C1=C(C2=CC=CC=C2C=C1)[N+](=O)[O-]